FC=1C=C2C(=CNC2=CC1)C(=O)O 5-Fluoroindole-3-carboxylic acid